9,10-di(naphthalen-2-yl)anthracene-2-boronic acid C1=C(C=CC2=CC=CC=C12)C=1C2=CC=CC=C2C(=C2C=CC(=CC12)B(O)O)C1=CC2=CC=CC=C2C=C1